3,7-dimethyl-3,6-octadecadiene CC(CC)=CCC=C(CCCCCCCCCCC)C